3-(3-(1H-pyrrolo[2,3-b]pyridin-4-yl)phenyl)-N-(4-methyl-3-(trifluoromethyl)phenyl)acrylamide N1C=CC=2C1=NC=CC2C=2C=C(C=CC2)C=CC(=O)NC2=CC(=C(C=C2)C)C(F)(F)F